COC(=O)C1=C(C=2C(=NC=C(C2)Br)CO1)O 3-bromo-5-hydroxy-8H-pyrano[3,4-b]pyridine-6-carboxylic acid methyl ester